4-((4-Formyl-3-methoxyphenoxy)methyl)-N,N-di-methylbenzamide C(=O)C1=C(C=C(OCC2=CC=C(C(=O)N(C)C)C=C2)C=C1)OC